4-hydroxy-2,2,6,6-tetramethyl-piperidine oxide OC1CC([NH+](C(C1)(C)C)[O-])(C)C